C1(CCCCC1)C=CC1=CC=C(C=C1)C 1-(2-cyclohexylvinyl)-4-methylbenzene